3-((1-((5-(tert-butoxymethyl)-6-methoxypyridazin-3-yl)methyl)-6-oxo-4-(trifluoromethyl)-1,6-dihydropyrimidin-5-yl)oxy)-5-chlorobenzonitrile C(C)(C)(C)OCC=1C=C(N=NC1OC)CN1C=NC(=C(C1=O)OC=1C=C(C#N)C=C(C1)Cl)C(F)(F)F